FC(COC(C(=C)C)=O)(C(F)(F)F)F.OCC1CCC(CC1)NC=1C2=C(N=C(N1)NC1=CC=C(C=C1)N1CCOCC1)NC=C2C=O (4-(((1r,4r)-4-(hydroxymethyl)cyclohexyl)amino)-2-((4-morpholinophenyl)amino)-7H-pyrrolo[2,3-d]pyrimidin-5-yl)methanone 2,2,3,3,3-pentafluoropropyl-methacrylate